(R)-6-(1-amino-8-azaspiro[4.5]dec-8-yl)-3-(3,4-dichloro-2-methyl-2H-indazol-5-yl)-1H-pyrazolo[3,4-d]pyrimidine-4-carboxamide N[C@@H]1CCCC12CCN(CC2)C2=NC(=C1C(=N2)NN=C1C1=C(C2=C(N(N=C2C=C1)C)Cl)Cl)C(=O)N